S(=O)(=O)([O-])O.[NH4+].FC1=C(C(=C(C(=C1F)F)F)F)[B-](C1=C(C(=C(C(=C1F)F)F)F)F)(C1=C(C(=C(C(=C1F)F)F)F)F)C1=C(C(=C(C(=C1F)F)F)F)F.C(CCCCCCCCCCCCC)[NH+](CCCCCCCCCCCC)C1=C(C=CC=C1)C N-tetradecyl-N-dodecyl-tolylammonium tetrakis(perfluorophenyl)borate ammonium sulfate